CN1C(C(=CC2=CC(=CC=C12)C1=CC=C(C=C1)C1CCN(CC1)C(C)C)C1=CC=CC=C1)=O 1-methyl-3-phenyl-6-{4-[1-(propan-2-yl)piperidin-4-yl]phenyl}-1,2-dihydroquinolin-2-one